2-(4-fluorobenzene-1-carbonyl)-8,8-dimethyl-7-oxo-2-azaspiro[3.5]non-5-ene-6-carbonitrile FC1=CC=C(C=C1)C(=O)N1CC2(C1)C=C(C(C(C2)(C)C)=O)C#N